C(C)N1CCN(CC1)CC=1C=CC(=NC1)N 5-[(4-ethylpiperazin-1-yl)methyl]pyridine-2-amine